N1(N=NN=C1)[C@@H](C)C=1C(=C(C(=C2C=NNC12)C=1C=CC=2N(C1)C=C(N2)NC(=O)C2C(C2)F)Cl)F N-(6-(7-((S)-1-(1H-tetrazol-1-yl)ethyl)-5-chloro-6-fluoro-1H-indazol-4-yl)imidazo[1,2-a]pyridin-2-yl)-2-fluorocyclopropane-1-carboxamide